3-(5-((2-(dimethylamino)cyclohexyl)oxy)-1-oxoisoindolin-2-yl)piperidine-2,6-dione CN(C1C(CCCC1)OC=1C=C2CN(C(C2=CC1)=O)C1C(NC(CC1)=O)=O)C